2-methyl-1-naphthamide CC1=C(C2=CC=CC=C2C=C1)C(=O)N